(1-Benzyl-5,5-difluoro-2-piperidinyl)methanol C(C1=CC=CC=C1)N1C(CCC(C1)(F)F)CO